imidazo[5,1-f][1,2,4]triazine N=1N2C(C=NC1)=CN=C2